4-Dimethylamino-but-2-ynoic acid [4-(3-bromo-phenylamino)-quinazolin-6-yl]-amide BrC=1C=C(C=CC1)NC1=NC=NC2=CC=C(C=C12)NC(C#CCN(C)C)=O